BrC1=CC(=NC=C1)C(=O)NCC#C 4-bromo-N-(prop-2-yn-1-yl)picolinamide